O=C(C(CCN)N)CCC(CCC(CCC)=O)=O 4,7,10-trioxotridecane-1,3-diamine